(S)-2-amino-N-(3-chloro-4-(3,5-dimethylpyridin-4-yl)phenyl)-3,3-diphenylpropanamide dihydrochloride Cl.Cl.N[C@H](C(=O)NC1=CC(=C(C=C1)C1=C(C=NC=C1C)C)Cl)C(C1=CC=CC=C1)C1=CC=CC=C1